(Z)-N-(3-(3-hydroxycyclopentyl)thiazolidin-2-ylidene)-1-((2-(trimethylsilyl)ethoxy)methyl)-1H-pyrrolo[2,3-b]pyridine-3-carboxamide OC1CC(CC1)N1/C(/SCC1)=N/C(=O)C1=CN(C2=NC=CC=C21)COCC[Si](C)(C)C